(R)-N-((TETRAHYDROFURAN-2-YL)METHYL)PROP-2-EN-1-AMINE O1[C@H](CCC1)CNCC=C